CC1(C2CCC(C1C2)C(CCC=C)=O)C 1-(6,6-dimethylbicyclo[3.1.1]heptan-2-yl)pent-4-en-1-one